ClC1=C(C=C(C(=C1)Cl)OC(C)C)NC(=O)C1CCC(O1)C(=O)O 5-((2,4-dichloro-5-isopropoxyphenyl)carbamoyl)tetrahydrofuran-2-carboxylic acid